COC1=C(C=CC=C1)C1=C(C=NC(=C1)C)C(=O)NC1=NN=C(S1)OCC1=CC=C(C=N1)C1(CC1)C(=O)O 1-(6-(((5-(4-(2-methoxyphenyl)-6-methylpyridine-3-amido)-1,3,4-thiadiazol-2-yl)oxy)methyl)pyridin-3-yl)cyclopropane-1-carboxylic acid